COC1=C(C=CC2=C1CCN1C(=CC(C(=C21)C)=O)NCC2OCCC2)OC 8,9-dimethoxy-1-methyl-4-(tetrahydrofuran-2-ylmethylamino)-6,7-dihydrobenzo[a]quinolizin-2-one